(1R,2S)-2-(3-iodo-1H-indazol-6-yl)-5'-methoxyspiro[cyclopropane-1,3'-indolin]-2'-one IC1=NNC2=CC(=CC=C12)[C@@H]1C[C@@]12C(NC1=CC=C(C=C21)OC)=O